N-isopropyl-4,5-diaminopyrazole C(C)(C)N1N=CC(=C1N)N